FC1=C(OC2=C(C=C(C=C2)N2C(N[C@H](C2=O)CC)=O)C=2C3=C(C(N(C2)C)=O)NC=C3)C=CC(=C1)F (S)-3-(4-(2,4-difluorophenoxy)-3-(6-methyl-7-oxo-6,7-dihydro-1H-pyrrolo[2,3-c]pyridin-4-yl)phenyl)-5-ethylimidazoline-2,4-dione